5-nitro-3-(trifluoromethyl)pyridin-2-ol Ethyl-3-[rel-(1s,15R,16R,19s)-15-nitro-10-oxo-8,18-dioxa-11-azatetracyclo-[17.2.2.02,7.011,16]tricosa-2,4,6-trien-15-yl]propanoate C(C)C(C(=O)OC1=NC=C(C=C1C(F)(F)F)[N+](=O)[O-])C[C@@]1(CCCN2C(COC3=CC=CC=C3C3CCC(OC[C@@H]12)CC3)=O)[N+](=O)[O-] |o1:20,40|